4-(1-(2-Fluoro-4-(4-(4-methylpiperazin-1-yl)piperidin-1-yl)phenyl)-2-methyl-1H-imidazol-4-yl)-N-(1-(methylsulfonyl)piperidin-4-yl)-5-(trifluoromethyl)pyrimidin-2-amine FC1=C(C=CC(=C1)N1CCC(CC1)N1CCN(CC1)C)N1C(=NC(=C1)C1=NC(=NC=C1C(F)(F)F)NC1CCN(CC1)S(=O)(=O)C)C